C(C(C)C)C=1C=CC(=C(C1)N1CCN(CC1)C=1SC2=C(N1)C=CC=C2)C=2N=NNN2 2-[4-[5-isobutyl-2-(2H-tetrazol-5-yl)phenyl]piperazin-1-yl]-1,3-benzothiazole